ClC1=C(N=C(C=2C(N3[C@@H](COC21)CN(CC3)C(=O)OC(C)(C)C)=O)N3[C@H](CN(CC3)C)C)C3=C(C=CC=C3)F tert-butyl (R)-4-chloro-1-((S)-2,4-dimethylpiperazin-1-yl)-3-(2-fluorophenyl)-12-oxo-6a,7,9,10-tetrahydro-12H-pyrazino[2,1-c]pyrido[3,4-f][1,4]oxazepine-8(6H)-carboxylate